4-chloro-2-(5-methyl-1H-tetrazol-1-yl)pyrimidine ClC1=NC(=NC=C1)N1N=NN=C1C